C1(CCCCCCC1)C(C(NC1=CC=C(C=C1)C1COCC1)=O)NC(=O)C=1C(=NOC1)C N-{1-Cyclooctyl-2-oxo-2-[4-(tetrahydro-furan-3-yl)anilino]-ethyl}-3-methyl-isoxazole-4-carboxamide